C1(=CC=CC=C1)NN=CC1=CC=C(C=C1)Br 4-bromobenzaldehyde phenylhydrazone